2-(2-cyanoisoindolin-4-yl)benzamide C(#N)N1CC2=CC=CC(=C2C1)C1=C(C(=O)N)C=CC=C1